1H-indole-disulfonate monohydrate O.N1C(=C(C2=CC=CC=C12)S(=O)(=O)O)S(=O)(=O)O